NCCC1=CC(=C(C=C1)O)[N+](=O)[O-] 4-(2-aminoethyl)-2-nitro-phenol